tert-butyl 3-(6-((((3-(6-hydroxy-3-oxoisoindolin-1-yl)-1H-indol-2-yl)methyl)amino)methyl)-1-((1-methyl-1H-imidazol-4-yl)methyl)-1H-indol-3-yl)propanoate OC1=CC=C2C(NC(C2=C1)C1=C(NC2=CC=CC=C12)CNCC1=CC=C2C(=CN(C2=C1)CC=1N=CN(C1)C)CCC(=O)OC(C)(C)C)=O